O=C1NC(CCC1N1C(C2=CC=C(C=C2C1=O)C(=O)N1CCN(CC1)CC1=C(CC(CC1)(C)C)C1=CC=C(C=C1)C)=O)=O 2-(2,6-dioxopiperidin-3-yl)-5-(4-((4',5,5-trimethyl-3,4,5,6-tetrahydro-[1,1'-biphenyl]-2-yl)methyl)piperazine-1-carbonyl)isoindoline-1,3-dione